C(CCCCCCCCCC)C(CCCCC)(O)F undecylfluoro-n-hexane-1-ol